N-((1R,3S)-3-(7-(difluoromethoxy)-[1,2,4]triazolo[4,3-a]pyridin-3-yl)cyclohexyl)-5-(trifluoromethyl)pyrimidin-2-amine FC(OC1=CC=2N(C=C1)C(=NN2)[C@@H]2C[C@@H](CCC2)NC2=NC=C(C=N2)C(F)(F)F)F